1,3,5-tris(2-(3-sulfoaminobutanoyloxy)ethyl)-1,3,5-triazinane-2,4,6-trione S(=O)(=O)(O)NC(CC(=O)OCCN1C(N(C(N(C1=O)CCOC(CC(C)NS(=O)(=O)O)=O)=O)CCOC(CC(C)NS(=O)(=O)O)=O)=O)C